(Z)-ethyl N-(2-chloroacetyl)-3-methylbenzimidate ClCC(=O)\N=C(\C1=CC(=CC=C1)C)/OCC